C[C@@H]1CN(CCC1)CC1=NC2=C(C(NC=C2C(F)(F)F)=O)N1COCC[Si](C)(C)C 2-[[(3S)-3-methylpiperidin-1-yl]methyl]-7-(trifluoromethyl)-3-(2-trimethylsilylethoxymethyl)-5H-imidazo[4,5-c]pyridin-4-one